C(CCC)[Sn](CCCC)(CCCC)CCCC Tetrabutyl-tin